1-(N-piperidinyl)-3,4-dimethylenehex-5-eneN N1(CCCCC1)C=CC(C(C=C)=C)=C